Methyl 5-((2-(5-(2-((tert-butoxycarbonyl)(3-chloro-4-(trifluoromethoxy)benzyl)amino)ethyl)-4H-1,2,4-triazol-3-yl)ethyl)amino)benzo[c][2,6]naphthyridine-8-carboxylate C(C)(C)(C)OC(=O)N(CCC=1NC(=NN1)CCNC1=NC2=C(C3=CN=CC=C13)C=CC(=C2)C(=O)OC)CC2=CC(=C(C=C2)OC(F)(F)F)Cl